C1(=C(C=CC2=CC=CC=C12)OC1=CC=C(C#N)C=C1)C1=C(C=CC2=CC=CC=C12)OC1=CC=C(C#N)C=C1 4,4'-[[1,1'-binaphthalene]-2,2'-diylbis(oxy)]dibenzonitrile